ICCCCCC[Na] 6-iodohexylsodium